N-[4-(4-chloro-1H-pyrazol-1-yl)-3-sulfamoylphenyl]-2-(2,6-dichlorophenyl)acetamide ClC=1C=NN(C1)C1=C(C=C(C=C1)NC(CC1=C(C=CC=C1Cl)Cl)=O)S(N)(=O)=O